methyl 5-[6-chloro-7-(difluoromethyl)-3,4-dihydro-2H-quinolin-1-yl]-1-methylpyrrolo[3,2-b]pyridine-3-carboxylate ClC=1C=C2CCCN(C2=CC1C(F)F)C1=CC=C2C(=N1)C(=CN2C)C(=O)OC